(R)-1-(1-((1H-indol-3-yl)methyl)-6,7-dimethoxy-3,4-dihydroisoquinoline-2(1H)-yl)-2-(methanesulfonyl)eth-ane-1-one N1C=C(C2=CC=CC=C12)C[C@H]1N(CCC2=CC(=C(C=C12)OC)OC)C(CS(=O)(=O)C)=O